4-(9H-phenothiazin-9-yl)phenylboronic acid C1=CC=CC=2SC3=CC=CC(C3=NC12)C1=CC=C(C=C1)B(O)O